ClC1=C2C3=C(N=CN=C3C(=C1C1=C(C=CC=C1O)F)F)N1[C@H](CO2)CN([C@@H](C1)C)C(C=C)=O 1-[(8aS,11R)-6-chloro-4-fluoro-5-(2-fluoro-6-hydroxyphenyl)-11-methyl-8a,9,11,12-tetrahydropyrazino[2',1':3,4][1,4]oxazepino[5,6,7-de]quinazolin-10(8H)-yl]prop-2-en-1-one